C(C1=CC=CC=C1)C=1N(C=2C(=C3CC[C@@H](N(C3=CC2)C(=O)OC)C)N1)CCN1CC2(CCS2(=O)=O)C1 methyl (7S)-2-benzyl-3-(2-{1,1-dioxo-1λ6-thia-6-azaspiro[3.3]heptan-6-yl}ethyl)-7-methyl-3H,6H,7H,8H,9H-imidazo[4,5-f]quinoline-6-carboxylate